(4-vinyl)-4'-chlorotrityl-methane azide [N-]=[N+]=[N-].C(=C)C1=CC=C(C(C2=CC=C(C=C2)Cl)(C2=CC=CC=C2)C)C=C1